FC1=CC=CC=C1F 2,3-difluorobenzene